methyl-pyrrolidine CN1CCCC1